C(C)(C)(C)OC(=O)N1N=CC(=C1)CBr 4-(bromomethyl)pyrazole-1-carboxylic acid tert-butyl ester